1,3-dichloro-2-methylbenzene ClC1=C(C(=CC=C1)Cl)C